4-([1,1'-biphenyl]-3-yl)-2-amino-6-(pyrrolidin-1-yl)pyridine-3,5-dinitrile C1(=CC(=CC=C1)C1=C(C(=NC(=C1C#N)N1CCCC1)N)C#N)C1=CC=CC=C1